4-iodopentylbutyrate IC(CCCOC(CCC)=O)C